ClC1=C(N=C(N=N1)NC1=C(C=C2CCN(CC2=C1)C)OC)N1C=C(C2=CC=CC=C12)CO (1-(6-chloro-3-((6-methoxy-2-methyl-1,2,3,4-tetrahydroisoquinolin-7-yl)amino)-1,2,4-triazin-5-yl)indol-3-yl)methanol